SCCCCCC(=O)OCC(CCCC)CC 2-Ethylhexyl 6-Mercaptohexanoate